D-2-indanylglycine C1C(CC2=CC=CC=C21)[C@H](C(=O)O)N